NC[C@H]1N(CCC2=C(C=C(C(=C12)OCC1=NN=C(N1C)C)F)Cl)C(=O)OC(C)(C)C tert-butyl (S)-1-(aminomethyl)-5-chloro-8-((4,5-dimethyl-4H-1,2,4-triazol-3-yl) methoxy)-7-fluoro-3,4-dihydroisoquinoline-2(1H)-carboxylate